C(OC1=CC=C(C=C1)OC)(=O)Cl 4-methoxyphenyl carbonochloridate